(4-(4-amino-7-(1-isobutyrylpiperidin-4-yl)pyrrolo[2,1-f][1,2,4]triazin-5-yl)phenyl)-2-oxo-1-phenyl-2,4,5,6-tetrahydro-1H-pyrrolo[1,2-b]pyrazole-3-carboxamide NC1=NC=NN2C1=C(C=C2C2CCN(CC2)C(C(C)C)=O)C2=CC=C(C=C2)C2CCN1N(C(C(=C12)C(=O)N)=O)C1=CC=CC=C1